C(#N)C1=C(C(=C(C(=S)[S-])C=C1)C)C cyanodimethyldithiobenzoate